N[C@](C(=O)O)(C(C)C)C (S)-2-amino-2,3-dimethylbutyric acid